6-{1-[4-(4-Fluorophenoxy)benzoyl]piperidin-4-yl}-4-methylpyridazin-3-amine FC1=CC=C(OC2=CC=C(C(=O)N3CCC(CC3)C3=CC(=C(N=N3)N)C)C=C2)C=C1